FC1=C(OC2=CC=CC=C2)C(=CC(=C1)C=1SC(=CC1)C=O)F 4-[2,6-difluoro-4-(5-formyl-thiophen-2-yl)-phenoxy]-benzene